C(C=C)(=O)N1CC(C1)C=1C=C2C(=NC=NC2=CC1OC)NC=1C=C2CCN(C2=CC1)C(=O)OC(C)(C)C tert-butyl 5-((6-(1-acryloylazetidin-3-yl)-7-methoxyquinazolin-4-yl)amino)indoline-1-carboxylate